iron diiminopyridine N=C1C(N=CC=C1)=N.[Fe]